NC1=CC=C(C=C1)C1(CC(=CC(=C1)C1=CC=C(C=C1)N)C1=CC=C(C=C1)N)B 1,3,5-tris(4-aminophenyl)phenylborane